NC1=C(SC2=NC(=CC=C21)C)C(=O)N[C@@H]2CC=1C=CC(=NC1CC2)N2C[C@@]([C@@H](C2)OC)(C)N 3-amino-N-[(6S)-2-[(3R,4R)-3-amino-4-methoxy-3-methylpyrrolidin-1-yl]-5,6,7,8-tetrahydroquinolin-6-yl]-6-methylthieno[2,3-b]pyridine-2-carboxamide